C1(=CC=CC=C1)COC(=O)N1CCNC([C@@H](C1)NC1=NC=2C=CC=CC2C=2N1N=C(N2)Br)=O (6R)-6-[(2-bromo[1,2,4]triazolo[1,5-c]quinazolin-5-yl)amino]-5-oxo-1,4-diazepan-1-carboxylic acid phenylmethyl ester